O(CCON(C1=C(C=CC=C1)C)C)CCON(C1=C(C=CC=C1)C)C 4-(oxybis(ethane-2,1-diyl))bis(oxy)bis(dimethylaniline)